C(CC1=C(OC)C(OC)=CC=C1)(=O)O o-homoveratric acid